C1(CC1)OC[C@H]1OS(OC1)(=O)=O (R)-4-(cyclopropyloxymethyl)-1,3,2-dioxathiolane 2,2-dioxide